N1C2=C(NC(CC1=O)=O)C=CC1=CC=CC=C12 naphtho[1,2-b][1,4]diazepine-2,4(3H,5H)-dione